1-[3-(Tripropoxysilyl)heptyl]-2-imidazolidinone C(CC)O[Si](C(CCN1C(NCC1)=O)CCCC)(OCCC)OCCC